C(C#C)OC1=CC2=CC(=CC=C2C=C1)OCC#C 2,7-dipropargyl-oxynaphthalene